1-Methyl-3-(2-Heptadecylicosyl)-1H-Imidazol-3-ium Chlorid [Cl-].CN1C=[N+](C=C1)CC(CCCCCCCCCCCCCCCCCC)CCCCCCCCCCCCCCCCC